C(C)(C)(C)OC(N([C@@H]1CN(CCC1)C1=C2C(=NC=C1)N(C=C2C2=CN=NC=C2)COCC[Si](C)(C)C)C)=O.OC2=CC=C(C=C2)C(C2=CC=C(C=C2)Cl)C2=CC=C(C=C2)O bis-(4-hydroxyphenyl)-(4-chlorophenyl)methane tert-butyl-N-methyl-N-[(3S)-1-[3-pyridazin-4-yl-1-(2-trimethylsilylethoxymethyl)pyrrolo[2,3-b]pyridin-4-yl]-3-piperidyl]carbamate